3-methylphenyl-alanine CC=1C=C(C=CC1)N[C@@H](C)C(=O)O